N-(2,2,6,6-tetramethylpiperidin-4-yl)hexane-1,6-diamine CC1(CC(CC(N1)(C)C)NCCCCCCN)C